[N-]=C=O.[N-]=C=O.C1C=CCC1 2-cyclopentene diisocyanate